calcium silicate iron salt [Fe+2].[Si]([O-])([O-])([O-])[O-].[Ca+2]